N-(2-(4-isopropyl-4H-1,2,4-triazol-3-yl)pyridin-4-yl)-1H-benzo[d]imidazole-2-carboxamide C(C)(C)N1C(=NN=C1)C1=NC=CC(=C1)NC(=O)C1=NC2=C(N1)C=CC=C2